Cl.B(O[C@@H](CC1=COC2=C1C=CC=C2)SCC2C(CCC2)N2CCOCC2)(O)O ((1R)-2-(benzofuran-3-yl)-1-(((2-morpholinocyclopentyl) methyl) sulfanyl) ethyl) borate hydrochloride